C(=C)N1C(OC(C1)C)=O 3-vinyl-5-methyl-2-oxazolidinone